O1C(CCC1)OC=1C=C(C=CC1OC)C(CN1C(=CC(C=C1C)=O)C)=O 1-(2-(3-(tetrahydrofuran-2-yl)oxy-4-methoxyphenyl)-2-oxoethyl)-2,6-dimethylpyridin-4(1H)-one